1-dodecyl-3-ethylimidazole chloride [Cl-].C(CCCCCCCCCCC)N1CN(C=C1)CC